ClC1=CC(=C(C=C1Cl)NC(=O)N1[C@H]2CC=3C(=CNC(C3F)=O)[C@@H]1CC2)F (6R,9S)-N-(4,5-dichloro-2-fluorophenyl)-4-fluoro-3-oxo-3,5,6,7,8,9-hexahydro-2H-6,9-epiminocyclohepta[c]pyridine-10-carboxamide